BrC1=CC(=C(OCCC(=O)O)C=C1)OC 3-(4-bromo-2-methoxyphenoxy)propionic acid